C(C)(C)N1C2=NC(=NC=C2N=C1)NC1CNCCC1 9-isopropyl-2-(piperidin-3-ylamino)-9H-purin